COC1=NC=C(C2=C1N=C(S2)NC(=O)N2C[C@]1(CC2)COCCC1)C=1C=NN(C1)C (S)-7-Oxa-2-aza-spiro[4.5]decane-2-carboxylic acid [4-methoxy-7-(1-methyl-1H-pyrazol-4-yl)-thiazolo[4,5-c]pyridin-2-yl]-amide